ClC1=C(C=CC=C1)C1N(CCCCC1)C1=NC=C(C(=O)N[C@H](C)\C=C\S(=O)(=O)C)C(=C1)F 6-(2-(2-Chlorophenyl)azepan-1-yl)-4-fluoro-N-((R,E)-4-(methylsulfonyl)but-3-en-2-yl)nicotinamide